C(C)(C)(C)[Si](F)(C1=CC=C(C=C1)CO[Si](C)(C)C(C)(C)C)C(C)(C)C di-tert-butyl(4-(((tert-butyldimethylsilyl)oxy)methyl)phenyl)fluorosilane